C(C)(C)(CC)C1=C(C=CC=C1)O tertiary amyl-phenol